diethyl (S)-4-(5-((benzyloxy)carbonyl)thiophen-2-yl)-2-((4-fluorophenoxy)methyl)-6-(pyrrolidin-2-yl)pyridine-3,5-dicarboxylate C(C1=CC=CC=C1)OC(=O)C1=CC=C(S1)C1=C(C(=NC(=C1C(=O)OCC)[C@H]1NCCC1)COC1=CC=C(C=C1)F)C(=O)OCC